C(C1=CC=CC=C1)NC(=O)C=1C=C(C=CC1)N1N=CC2=C1CN(C2)C(=O)OC(C)(C)C tert-butyl 1-(3-(benzylcarbamoyl) phenyl)-4,6-dihydropyrrolo[3,4-c]pyrazole-5(1H)-carboxylate